1-(4-{[(1S)-5-[2-(2-aminopyridin-3-yl)-5-cyclobutylimidazo[4,5-b]pyridin-3-yl]-2,3-dihydro-1H-inden-1-yl]amino}piperidin-1-yl)prop-2-en-1-one NC1=NC=CC=C1C1=NC=2C(=NC(=CC2)C2CCC2)N1C=1C=C2CC[C@@H](C2=CC1)NC1CCN(CC1)C(C=C)=O